C(C)(C)C1C2C=CC(C1)C2 5-(i-propyl)-bicyclo[2.2.1]hept-2-ene